((S)-(perfluorophenoxy)(phenoxy)phosphoryl)-L-phenylalaninate FC1=C(O[P@@](=O)(OC2=CC=CC=C2)N[C@@H](CC2=CC=CC=C2)C(=O)[O-])C(=C(C(=C1F)F)F)F